(1R,3S)-3-(3-(2-(2-formyl-3-hydroxyphenyl)-4-methylthiazole-5-carboxamido)-1H-pyrazol-5-yl)cyclopentyl isopropylcarbamate C(C)(C)NC(O[C@H]1C[C@H](CC1)C1=CC(=NN1)NC(=O)C1=C(N=C(S1)C1=C(C(=CC=C1)O)C=O)C)=O